C(#N)C=1C=CC2=CN(N=C2C1)C(C(C(=O)OC)(C)C)C1=C2C=CN(C2=C(C=C1OC)C)C(=O)OC(C)(C)C tert-butyl 4-(1-(6-cyano-2H-indazol-2-yl)-3-methoxy-2,2-dimethyl-3-oxopropyl)-5-methoxy-7-methyl-1H-indole-1-carboxylate